C(C=C)SSCC=C 3-(prop-2-enyldisulfanyl)prop-1-ene